3-((3-isopropoxy-3-oxopropyl)amino)-7-(((2-(2,2,2-trifluoroethoxy)isonicotinyl)oxy)methyl)benzo[e][1,2,4]Triazine-1,4-dioxide C(C)(C)OC(CCNC=1N=[N+](C2=C([N+]1[O-])C=CC(=C2)COCC2=CC(=NC=C2)OCC(F)(F)F)[O-])=O